C1(CC1)COC1=C(C=C(C=C1)C=1C=NC=CC1)C=1C2=C(C(N(C1)C)=O)NC=C2 4-[2-(cyclopropylmethoxy)-5-(pyridin-3-yl)phenyl]-6-methyl-1,6-dihydro-7H-pyrrolo[2,3-c]pyridin-7-one